tert-butyl[2-(benzyloxy)ethyl][(1R)-1-(4-bromo-3,5-dimethoxyphenyl)ethyl]carbamate C(C)(C)(C)OC(N([C@H](C)C1=CC(=C(C(=C1)OC)Br)OC)CCOCC1=CC=CC=C1)=O